ClC1=CC2=C(B(N(N=C2)C(=S)C2=C(C=CC=C2)Cl)O)C=C1 (6-chloro-1-hydroxybenzo[d][1,2,3]diazaborinin-2(1H)-yl)(2-chlorophenyl)methanethione